C1(CC1)C1=NC=NC(=C1C1=NC=C(C(=N1)OCC1=CC(=C(C=C1)C=1N(C=C(N1)C(F)(F)F)C)F)[C@H](C)O)OC |o1:34| rel-(S)-1-(4'-cyclopropyl-4-((3-fluoro-4-(1-methyl-4-(trifluoromethyl)-1H-imidazol-2-yl)benzyl)oxy)-6'-methoxy-[2,5'-bipyrimidin]-5-yl)ethanol